S(=O)(=O)([O-])[O-].C[NH+](C)C.C[NH+](C)C N,N,N-trimethylammonium sulfate